3-[3-methyl-2-oxo-5-[4-[[3-(4-piperidyloxy)cyclobutyl]methoxy]-1-piperidyl]benzimidazol-1-yl]piperidine-2,6-dione CN1C(N(C2=C1C=C(C=C2)N2CCC(CC2)OCC2CC(C2)OC2CCNCC2)C2C(NC(CC2)=O)=O)=O